Cl.CNC1COCC2=NC(=CC=C21)C(F)(F)F N-methyl-2-(trifluoromethyl)-5,8-dihydro-6H-pyrano[3,4-b]pyridin-5-amine hydrochloride